4-chloro-7-((3aS,4R,6R,6aR)-2,2-dimethyl-6-(3-(1-(tetrahydro-2H-pyran-2-yl)-1H-pyrazol-4-yl)phenyl)tetrahydro-4H-cyclopenta[d][1,3]dioxol-4-yl)-7H-pyrrolo[2,3-d]pyrimidine ClC=1C2=C(N=CN1)N(C=C2)[C@@H]2C[C@@H]([C@H]1OC(O[C@H]12)(C)C)C1=CC(=CC=C1)C=1C=NN(C1)C1OCCCC1